6-hydroxy-3-dodecenoic acid OC(CC=CCC(=O)O)CCCCCC